5-methoxy-9H-pyrimido[4,5-b]indol-4-amine COC1=C2C3=C(NC2=CC=C1)N=CN=C3N